1,1,3-trioxo-1,2-benzothiazole-2-carbaldehyde O=S1(N(C(C2=C1C=CC=C2)=O)C=O)=O